FC(C1=NN(C(=C1)C(F)F)C1=NC(=CC=C1C(C)O)N1C=NC2=C1C=C(C(=C2)NC=2N=NC(=CC2)C)F)F 1-[2-[3,5-bis(difluoro-methyl)pyrazol-1-yl]-6-[6-fluoro-5-[(6-methylpyridazin-3-yl)-amino]benzimidazol-1-yl]-3-pyridyl]ethanol